N-(2-aminoethyl)-5-((6-chloro-5-(1-methyl-1H-indol-5-yl)-1H-benzo[d]imidazol-2-yl)oxy)-2-methylbenzamide NCCNC(C1=C(C=CC(=C1)OC1=NC2=C(N1)C=C(C(=C2)C=2C=C1C=CN(C1=CC2)C)Cl)C)=O